(6aR,9R)-7-methyl-N-pentan-3-yl-6,6a,8,9-tetrahydro-4H-indolo[4,3-fg]quinoline-9-carboxamide CN1C[C@@H](C=C2C3=C4C(C[C@@H]12)=CNC4=CC=C3)C(=O)NC(CC)CC